hydromorphone tetracosanate C(CCCCCCCCCCCCCCCCCCCCCCC)(=O)OC=1C=CC=2C[C@@H]3[C@@H]4CCC([C@H]5[C@@]4(C2C1O5)CCN3C)=O